2-(R)-pyrrolidinebutyric acid N1[C@@H](CCC1)CCCC(=O)O